tert-butyl 4-bromo-2-(1H-pyrrolo[2,3-b]pyridin-5-yloxy)benzoate BrC1=CC(=C(C(=O)OC(C)(C)C)C=C1)OC=1C=C2C(=NC1)NC=C2